3-(2-methoxypyridin-3-yl)pyrazolo[1,5-a]pyrimidine hydrochloride Cl.COC1=NC=CC=C1C=1C=NN2C1N=CC=C2